C(C1=CC=CC=C1)OC(=O)N[C@H](C(=O)OC)C(C1CC1)C1CC1 Methyl (S)-2-(((benzyloxy)carbonyl)amino)-3,3-dicyclopropylpropanoate